ClC=1C=CC2=C(NC(=N2)N2C[C@H]([C@@H](CC2)F)NC(OC(C)(C)C)=O)C1 tert-butyl ((3R,4R)-1-(6-chloro-1H-benzo[d]imidazol-2-yl)-4-fluoropiperidin-3-yl)carbamate